tert-butyl (R)-3-(2-((benzyloxy)carbonyl)-6-(3-methyl-1H-pyrrolo[2,3-b]pyridin-5-yl)-1,2,3,4-tetrahydroisoquinolin-8-yl)morpholine-4-carboxylate C(C1=CC=CC=C1)OC(=O)N1CC2=C(C=C(C=C2CC1)C=1C=C2C(=NC1)NC=C2C)[C@H]2N(CCOC2)C(=O)OC(C)(C)C